3-Cyclopentyl-3-hydrazinopropionitrile C1(CCCC1)C(CC#N)NN